NCC(CC)O Aminomethyl-Propanol